2-amino-5-(3-amino-7-(1H-pyrazol-4-yl)isoxazolo[4,5-c]pyridin-4-yl)-4-fluoro-N-propylbenzamide NC1=C(C(=O)NCCC)C=C(C(=C1)F)C1=NC=C(C2=C1C(=NO2)N)C=2C=NNC2